5-(o-tolyloxy)-1H-1,2,3-triazole-4-carboxylic acid C1(=C(C=CC=C1)OC1=C(N=NN1)C(=O)O)C